FC1=CC=C(C=C1)CNC(=O)C=1C(=NC(=CC1C)N1CCOCC1)OC N-[(4-Fluorophenyl)-methyl]-2-methoxy-4-methyl-6-morpholin-4-yl-pyridine-3-carboxylic acid amide